FC=1C(=CC(=C(C(=O)OC)C1)C=O)N1CCC(CC1)OC1CCC(CC1)CO methyl 5-fluoro-2-formyl-4-(4-(((1r,4r)-4-(hydroxymethyl)cyclohexyl)oxy)piperidin-1-yl)benzoate